C(C)(C)(C)OC(=O)N1C[C@H](CC1)OC1=CC=C(C=C1C1=CC=CC=C1)C(=O)N1CCC(CC1)OC=1C=C(C=C(C1)F)N1CCN(CC1)C(=O)OC(C)(C)C tert-butyl (S)-4-(3-((1-(6-((1-(tert-butoxycarbonyl)pyrrolidin-3-yl)oxy)-[1,1'-biphenyl]-3-carbonyl)piperidin-4-yl)oxy)-5-fluorophenyl)piperazine-1-carboxylate